SC1=C2C(=C(C3=C(C(=C(C4=CC=C(C=C1)C2=C43)Cl)Cl)Cl)Cl)[Si](Cl)(Cl)Cl mercapto-trichlorosilyl-tetrachloropyrene